C(#N)C1=CC=C(C=C1)NC1=NC=C(C(=O)NOC)C(=C1)NC1=C(C=CC=C1)N(S(=O)(=O)C)C 6-((4-cyanophenyl)amino)-N-methoxy-4-((2-(N-methyl-methanesulfonamido)phenyl)-amino)nicotinamide